C(N)(S)=S.C(N)(S)=S dithiocarbamic acid, dithiocarbamic acid salt